NCCC=1C=NC(=NC1)C1=C(C=C(C#N)C=C1)OC1=NC(=NC(=C1)OCCOC)C 4-[5-(2-aminoethyl)pyrimidin-2-yl]-3-[6-(2-methoxyethoxy)-2-methylpyrimidin-4-yl]oxybenzonitrile